N1(CCCC2=CC=CC=C12)C(=O)C=1C=NC=C(C1)C1=CC=C(C=C1)F (3,4-dihydroquinolin-1(2H)-yl)(5-(4-fluorophenyl)pyridin-3-yl)methanone